N(=[N+]=[N-])C1=CC(=C(C=C1)NCCCN(CCCC(=O)N)CCCN1[C@@H]([C@H]([C@@H]([C@H](C1)O)O)O)CO)[N+](=O)[O-] 4-({3-[(4-azido-2-nitrophenyl)amino]propyl}({3-[(2R,3R,4R,5S)-3,4,5-trihydroxy-2-(hydroxymethyl)piperidin-1-yl]propyl})amino)butanamide